O1C(=NC2=C1C=CC=C2)C2=CC=C(C=C2)C=CC2=CC=C(C=C2)C=2OC1=C(N2)C=CC=C1 4,4'-bis(2-benzooxazolyl)stilbene